1-[2-(4-cyclohexylphenylcarbonyl)propane-2-yl]tetrahydrothiophenium C1(CCCCC1)C1=CC=C(C=C1)C(=O)C(C)(C)[S+]1CCCC1